C(N)(=O)C1=C(SC=2C(OC(CC21)(C)C)(C)C)NC(=O)C2=NNC=C2Cl N-(3-carbamoyl-5,5,7,7-tetramethyl-5,7-dihydro-4H-thieno[2,3-c]pyran-2-yl)-4-chloro-1H-pyrazole-3-carboxamide